FC1=C(C=C(C=C1)NC(=O)N1CC=2C(=NN3C2C=2C(CC(C3)CO)=CON2)CC1)C(F)(F)F N-(4-Fluoro-3-(trifluoromethyl)phenyl)-5-(hydroxymethyl)-5,6,9,10-tetrahydro-4H-isoxazolo[3,4-c]pyrido[4',3':3,4]pyrazolo[1,5-a]azepine-11(12H)-carboxamide